[F-].CN.[Pb+2].[F-] lead methylamine fluoride